N-(2-aminoethyl)-N'-[3-(trimethoxysilyl)-propyl]-ethylenediamine NCCNCCNCCC[Si](OC)(OC)OC